O=C1CN(CCN1C1=CN(C2=NC=CC=C21)COCC[Si](C)(C)C)C(=O)OC(C)(C)C tert-butyl 3-oxo-4-[1-(2-trimethylsilylethoxymethyl)pyrrolo[2,3-b]pyridin-3-yl]piperazine-1-carboxylate